CC1(CCN(CC1)C1=NC2=C(C=C(C=C2C(N1CF)=O)C)C(C)NC1=C(C(=O)O)C=CC=C1)C ((1-(2-(4,4-dimethylpiperidin-1-yl)-3-(fluoromethyl)-6-methyl-4-oxo-3,4-dihydroquinazolin-8-yl)ethyl)amino)benzoic acid